6-((3-phenylquinolin-5-yl)thio)hexanal C1(=CC=CC=C1)C=1C=NC2=CC=CC(=C2C1)SCCCCCC=O